phenyl[phenyl(phenanthrenyl)triazineyl]indolocarbazole C1(=CC=CC=C1)C=1C(=C2C(=CC1)N=C1C=CC3=C4C=CC=CC4=NC3=C12)C1=NN=NC(=C1C1=CC=CC=2C3=CC=CC=C3C=CC12)C1=CC=CC=C1